O1CCC(CC1)N1N=C2C=C(C=CC2=C1)B1OC(C(O1)(C)C)(C)C 2-tetrahydropyran-4-yl-6-(4,4,5,5-tetramethyl-1,3,2-dioxaborolan-2-yl)indazole